(Z)-2-((3-benzyl-5-(3-((tert-butyldimethylsilyl)oxy)-2-fluorophenyl)pyrazin-2-yl)amino)-3-(thiophen-2-yl)acrylic acid tert-butyl ester C(C)(C)(C)OC(/C(=C/C=1SC=CC1)/NC1=NC=C(N=C1CC1=CC=CC=C1)C1=C(C(=CC=C1)O[Si](C)(C)C(C)(C)C)F)=O